6-(2,3-dichlorophenyl)-5-methyl-2-pyridinemethanol ClC1=C(C=CC=C1Cl)C1=C(C=CC(=N1)CO)C